2-(4-(3-(2,4-Dioxo-3-(4-(trifluoromethyl)phenyl)imidazolidin-1-yl)propyl)-2,6-dimeth-ylphenoxy)-2-methylpropionic acid O=C1N(CC(N1C1=CC=C(C=C1)C(F)(F)F)=O)CCCC1=CC(=C(OC(C(=O)O)(C)C)C(=C1)C)C